N-(3-(n-hexoxy)propyl)-3-(pyrrolidinyl)propan-1-amine C(CCCCC)OCCCNCCCN1CCCC1